(S)-4-(4-(pyrrolidin-3-ylthio)-1H-indazol-6-yl)phenol TFA salt OC(=O)C(F)(F)F.N1C[C@H](CC1)SC1=C2C=NNC2=CC(=C1)C1=CC=C(C=C1)O